ClC1=CC=C(C=C1)N1N=C(C=C1C)N1CCN(CC1)C(=O)OC(C)(C)C tert-butyl 4-[1-(4-chlorophenyl)-5-methyl-pyrazol-3-yl]piperazine-1-carboxylate